(2R)-N-[(1S)-1-cyano-2-[(3S)-2-oxopyrrolidin-3-yl]ethyl]-3-cyclopropyl-2-(4-oxo-3H-imidazo[4,5-c]pyridin-5-yl)propanamide C(#N)[C@H](C[C@H]1C(NCC1)=O)NC([C@@H](CC1CC1)N1C(C2=C(C=C1)N=CN2)=O)=O